tert-butyl 2'-(6-amino-5-cyanopyridin-3-yl)-5',6'-dihydrospiro[azetidine-3,4'-pyrrolo[1,2-b]pyrazole]-1-carboxylate NC1=C(C=C(C=N1)C=1C=C2N(N1)CCC21CN(C1)C(=O)OC(C)(C)C)C#N